FC(C1=NN=C(O1)C=1C=CC(=NC1)CN(C(=O)C1(CN(C1)CC)F)C1=CC=CC=C1)F N-((5-(5-(difluoromethyl)-1,3,4-oxadiazol-2-yl)pyridin-2-yl)methyl)-1-ethyl-3-fluoro-N-phenylazetidin-3-carboxamide